FC1=CC(=C(C=C1)C1=CC2=C(N(C(N2C)=O)[C@H](CS(=O)(=O)C)C2=NC(=C(C=C2)OC)OCC)C=C1)C (S)-5-(4-fluoro-2-methylphenyl)-1-(1-(6-ethoxy-5-methoxypyridin-2-yl)-2-(methylsulfonyl)ethyl)-3-methyl-1H-benzo[d]imidazol-2(3H)-one